4-amino-N-(4-(difluoromethoxy)benzyl)-1-methyl-N-(2-oxo-1,3-oxazinan-3-yl)-1H-pyrazolo[4,3-c]quinoline-8-carboxamide NC1=NC=2C=CC(=CC2C2=C1C=NN2C)C(=O)N(N2C(OCCC2)=O)CC2=CC=C(C=C2)OC(F)F